[Li].C(CCCCCCCCCCCCCCC)OC(C(=C)Cl)=O.C(C)(C)NC(=O)N1CCN(CC1)C=1C=NN2C1C=CC(=C2)C=2C=NN(C2)C N-isopropyl-4-[6-(1-methyl-1H-pyrazol-4-yl)pyrazolo[1,5-a]pyridin-3-yl]piperazine-1-carboxamide cetyl-α-chloroacrylate Lithium